C(C1=CC=CC=C1)(=O)OC1=CC(=C(C=C1)C(\C=C\C1=CC=C(C=C1)O)=O)OC(C1=CC=CC=C1)=O [3-Benzoyloxy-4-[(E)-3-(4-hydroxyphenyl)prop-2-enoyl]phenyl] benzoate